C(CC#C)OC(N)=O carbamic acid but-3-yn-1-yl ester